(R)-3-(3-chloro-4-fluorophenyl)-1-ethyl-1-((1-methoxyisoquinolin-4-yl)(phenyl)methyl)urea ClC=1C=C(C=CC1F)NC(N([C@H](C1=CC=CC=C1)C1=CN=C(C2=CC=CC=C12)OC)CC)=O